1-(6-Chloropyridin-2-yl)ethan-1-ol ClC1=CC=CC(=N1)C(C)O